Tert-butyl (S)-(3-((tert-butyldimethylsilyl)oxy)-5-(2-chloro-6-fluoro-4-(trifluoromethyl)phenyl)-5-oxopentyl)carbamate [Si](C)(C)(C(C)(C)C)O[C@@H](CCNC(OC(C)(C)C)=O)CC(=O)C1=C(C=C(C=C1F)C(F)(F)F)Cl